ClC=1C=C(C=CC1)[C@@H]1NC[C@H](CC1)C (2R,5S)-2-(3-chlorophenyl)-5-methyl-piperidine